NC1=CC=C(C=C1)NC1=CC=C(C=2C(C3=CC=CC=C3C(C12)=O)=O)NC1=CC=C(C=C1)N 1,4-bis(p-aminophenylamino)anthraquinone